(R)-2-(2-(3-methylmorpholinyl)-4-(1H-pyrrolo[2,3-b]pyridin-4-yl)-5H-pyrrolo[2,3-d]pyrimidin-7(6H)-yl)-2-oxoethyl acetate C(C)(=O)OCC(=O)N1CCC2=C1N=C(N=C2C2=C1C(=NC=C2)NC=C1)N1[C@@H](COCC1)C